(2S,3S,4R,5R)-3,4-dihydroxyl-N-isopropyl-5-(2-(5-methoxypyridin-3-yl)-6-((pyridin-2-ylmethyl)amino)-9H-purin-9-yl)tetrahydrofuran-2-formamide O[C@@H]1[C@H](O[C@H]([C@@H]1O)N1C2=NC(=NC(=C2N=C1)NCC1=NC=CC=C1)C=1C=NC=C(C1)OC)C(=O)NC(C)C